4-(4-formylphenyl)piperazine-1-carboxylic acid tert-butyl ester C(C)(C)(C)OC(=O)N1CCN(CC1)C1=CC=C(C=C1)C=O